FC1=C(C(=O)NC=2C(=NN(C(C2)=O)C[C@@H](C)O)C2=C(C=CC=C2)C(F)(F)F)C=C(C=C1)C(F)(F)F 2-fluoro-N-{1-[(2R)-2-hydroxypropyl]-6-oxo-3-[2-(trifluoromethyl)phenyl]-1,6-dihydro-4-pyridazinyl}-5-(trifluoromethyl)benzamide